(E)-7-chloro-4-methyl-3-(3-(p-tolyl)acryloyl)quinolin-2(1H)-one ClC1=CC=C2C(=C(C(NC2=C1)=O)C(\C=C\C1=CC=C(C=C1)C)=O)C